(4-amino-2-hydroxybutyl)-lysine NCCC(CN[C@@H](CCCCN)C(=O)O)O